methyl 2-amino-6-fluoro-3-methylbenzoate NC1=C(C(=O)OC)C(=CC=C1C)F